OC=1C=CC2=C(C3C(O2)C3C(=O)OCC)C1 Ethyl 5-hydroxy-1a,6b-dihydro-1H-cyclopropa(b)benzofuran-1-carboxylate